[Sb].[Se].[Ge] Germanium selenium antimony